4-chloro-8-methoxyquinazoline ClC1=NC=NC2=C(C=CC=C12)OC